(R)-2-((1-(3-cyano-2-(4,4-difluorocyclohexyl)-7-methyl-4-oxo-4H-pyrido[1,2-a]pyrimidin-9-yl)ethyl)amino)benzoic acid C(#N)C1=C(N=C2N(C1=O)C=C(C=C2[C@@H](C)NC2=C(C(=O)O)C=CC=C2)C)C2CCC(CC2)(F)F